C1=CC=CC=2C3=CC=CC=C3C(C12)COC(NCC1=C(C(=CC=C1C1=CC=NC=C1)Cl)SC1=NC=CC=C1C=O)=O N-({3-chloro-2-[(3-formylpyridin-2-yl)sulfanyl]-6-(pyridin-4-yl)phenyl}methyl)carbamic acid 9H-fluoren-9-ylmethyl ester